C(C1=CN=CC=C1)(=O)[O-].[Se+2].C(C1=CN=CC=C1)(=O)[O-] selenium nicotinate